FC=1C=C(C=CC1)C1=NC2=C(C=C(C=C2C(N1C)=O)C)\C(\C)=N/[S@](=O)C(C)(C)C (R,Z)-N-(1-(2-(3-fluorophenyl)-3,6-dimethyl-4-oxo-3,4-dihydroquinazolin-8-yl)ethylidene)-2-methylpropane-2-sulfinamide